4-((3-(1-Cyclopropyl-1H-pyrazol-4-yl)phenyl)((4-(4-methoxy-3-methylphenyl)bicyclo[2.2.2]octan-1-yl)methyl)carbamoyl)cyclohexyl trans-methylcarbamate CNC(OC1CCC(CC1)C(N(CC12CCC(CC1)(CC2)C2=CC(=C(C=C2)OC)C)C2=CC(=CC=C2)C=2C=NN(C2)C2CC2)=O)=O